N-(pentan-3-yl)-4-{6-[(pyrrolidin-3-ylmethyl)amino]pyrazolo[1,5-a]pyrimidin-3-yl}thiophene-2-carboxamide hydrochloride Cl.CCC(CC)NC(=O)C=1SC=C(C1)C=1C=NN2C1N=CC(=C2)NCC2CNCC2